N-[2-[(1-cyano-1-methyl-ethyl)carbamoyl]-4-pyridinyl]-3-phenyl-isoxazole-4-carboxamide C(#N)C(C)(C)NC(=O)C1=NC=CC(=C1)NC(=O)C=1C(=NOC1)C1=CC=CC=C1